FC=1C=C(C=CC1F)CC(=O)NN1C(=NC2=C(C=CC=C2C1=O)F)N1CCCC1 2-(3,4-Difluoro-phenyl)-N-(8-fluoro-4-oxo-2-pyrrolidin-1-yl-4H-quinazolin-3-yl)-acetamide